CC=1C(NC(N([C@H]2[C@H](O)[C@H](O)[C@@H](CO)O2)C1)=O)=O 5-Methyl-Uridin